ethyl-5-(((1R)-1-(2-(azidomethyl)-4-fluoro-2-methyl-2,3-dihydrobenzofuran-7-yl)ethyl)amino)pyrazolo[1,5-a]pyrimidine C(C)C1=NN2C(N=C(C=C2)N[C@H](C)C2=CC=C(C=3CC(OC32)(C)CN=[N+]=[N-])F)=C1